Tert-butyl N-[2,4-difluoro-3-([[3-methyl-1-(oxan-2-yl)-4-(pyridin-3-yl)pyrazolo[3,4-b]pyridin-5-yl]oxy]methyl) phenyl]-N-(5-fluoro-2-methoxypyridin-3-ylsulfonyl)carbamate FC1=C(C=CC(=C1COC=1C(=C2C(=NC1)N(N=C2C)C2OCCCC2)C=2C=NC=CC2)F)N(C(OC(C)(C)C)=O)S(=O)(=O)C=2C(=NC=C(C2)F)OC